N-[(3α,5α)-17-Oxoandrostan-3-yl]sulfamide O=C1[C@]2(C)[C@@H](CC1)[C@@H]1CC[C@H]3C[C@@H](CC[C@]3(C)[C@H]1CC2)NS(=O)(=O)N